2-(2-chloro-4-pyridinyl)acetic acid ClC1=NC=CC(=C1)CC(=O)O